5-chloro-N-((1r,4r)-4-((3-(2-methoxypyridin-4-yl)-2-oxo-2,3-dihydro-1H-benzo[d]imidazol-1-yl)methyl)cyclohexyl)-2-methylnicotinamide ClC=1C=NC(=C(C(=O)NC2CCC(CC2)CN2C(N(C3=C2C=CC=C3)C3=CC(=NC=C3)OC)=O)C1)C